C(C)OC(C=C)=O.C(CCC)NS(=O)(=O)C(C(C(C(C(C(C(C(F)(F)F)(F)F)(F)F)(F)F)(F)F)(F)F)(F)F)(F)F N-butyl-perfluorooctanesulfonamide ethyl-acrylate